C(=O)O.C(C)C1=C(C(=CC=C1)CC)N1CC(C1)C1=CC(=C(CN2CCC(CC2)C(=O)O)C(=C1)C)C 1-(4-(1-(2,6-diethylphenyl)azetidin-3-yl)-2,6-dimethylbenzyl)piperidine-4-carboxylic acid, formate salt